C(#N)CC1CC(C1)(C1=NN=CN1C)C=1C=C(C=CC1)NC(=O)C1=CC(=C2C(=N1)C(CO2)(C)C)CNCC(C)C N-(3-((1s,3s)-3-(cyanomethyl)-1-(4-methyl-4H-1,2,4-triazol-3-yl)cyclobutyl)phenyl)-7-((isobutylamino)methyl)-3,3-dimethyl-2,3-dihydrofuro[3,2-b]pyridine-5-carboxamide